C1(CC1)N1[C@H](CN(CC1)C1=C(C=C(C(=C1)OC)NC1=NC=NC(=C1)N1OCC[C@@H]1CC1=CC(=CC=C1)OC1=CC(=CC=C1)F)NC(C=C)=O)CC N-(2-((S)-4-cyclopropyl-3-ethyl-piperazin-1-yl)-5-((6-((S)-3-(3-(3-fluorophenoxy)-benzyl)isoxazolidin-2-yl)pyrimidin-4-yl)amino)-4-methoxyphenyl)acrylamide